(4-morpholin-4-ylpiperidin-1-yl)methanone N1(CCOCC1)C1CCN(CC1)C=O